C1(=CC=CC=C1)C=1N(C(=C(N1)C)C)C 2-phenyl-4,5-dimethylmethylimidazole